[Pd+3].C(C1=CC=CC=C1)OC=1C(=NC=NC1OCC1=CC=CC=C1)CN1C(NC(C1)C1=CC=C(C=C1)C#CC1=CC=C(C=C1)CN1CCOCC1)=O 1-((5,6-bis(benzyloxy)pyrimidin-4-yl)methyl)-4-(4-((4-(morpholinomethyl)phenyl)ethynyl)phenyl)imidazolin-2-one palladium(III)